7-(((3S,4R)-3-fluoro-1-methylpiperidin-4-yl)amino)-1-oxido-3-(thiazol-4-yl)benzo[b]thiophen F[C@H]1CN(CC[C@H]1NC1=CC=CC2=C1S(C=C2C=2N=CSC2)=O)C